C(#N)[C@@H](C)NC1=CC(=NC=C1/C=N/O)N1N=CC=2C1=NC=C(C2)C#N (R,E)-1-(4-((1-cyanoethyl)amino)-5-((hydroxyimino)methyl)pyridin-2-yl)-1H-pyrazolo[3,4-b]pyridine-5-carbonitrile